(S)-4-(6-(3-((2-(4-amino-4-oxobutanoyl)-4-fluoro-6-methoxyisoindolin-5-yl)oxy)propoxy)-5-methoxybenzo[b]selenophen-2-yl)-2-ethyl-4-oxobutanamide NC(CCC(=O)N1CC2=CC(=C(C(=C2C1)F)OCCCOC=1C(=CC2=C([Se]C(=C2)C(C[C@@H](C(=O)N)CC)=O)C1)OC)OC)=O